C(C)N[Si]1(CCC1)NCC 1,1-bis(ethylamino)-1-silacyclobutane